C1=CC=2C=CC=C3C4=C(C=5C=CC=C1C5C32)C3=CC2=CC=CC=C2C=C3C=C4 anthrapyrene